C1(CC1)C=1NC(=NN1)C1CC2(CN(C2)C(=O)N2CC3(C2)CC(C3)CN3N=CC(=C3)C(F)(F)F)C1 [6-(5-cyclopropyl-4H-1,2,4-triazol-3-yl)-2-azaspiro[3.3]heptan-2-yl]-[6-[[4-(trifluoromethyl)pyrazol-1-yl]methyl]-2-azaspiro[3.3]heptan-2-yl]methanone